(S)-1'-(2-(2-chloro-6-(trifluoromethyl)phenyl)-2H-pyrazolo[3,4-d]pyrimidin-6-yl)-1,3-dihydrospiro[inden-2,4'-piperidin]-1-amine ClC1=C(C(=CC=C1)C(F)(F)F)N1N=C2N=C(N=CC2=C1)N1CCC2(CC1)[C@@H](C1=CC=CC=C1C2)N